copper (2R,3S,4R,5R)-2,3,4,5,6-pentahydroxyhexanoate O[C@@H](C(=O)[O-])[C@H]([C@@H]([C@@H](CO)O)O)O.[Cu+2].O[C@@H](C(=O)[O-])[C@H]([C@@H]([C@@H](CO)O)O)O